C(CCCCCCC)[Sn](CCCCCCCC)(Cl)Cl Dioctyltin Dichloride